[Cu+2].N[N+]1=CC(=C(C=C1)C(=O)OC)C1=C(C=CC=C1OC)F 1-amino-3-(2-fluoro-6-methoxyphenyl)-4-(methoxycarbonyl)pyridin-1-ium copper